CC(CC(C)C)(N)N 1,3-dimethyl-butylidenediamine